NC(C(=O)O)(CCCCB(O)O)CCC1N(CC2=CC=CC=C2C1)CC(C)C 2-amino-6-borono-2-(2-(2-isobutyl-1,2,3,4-tetrahydroisoquinolin-3-yl)ethyl)hexanoic acid